[Cs].[Sr] Strontium cesium